N1C=C(C2=CC=CC=C12)CC(CCC(C)C)NC(=O)C1=CC2=C(S1)C=C(C=C2)N2CCN(CC2)C N-(1-(1H-indol-3-yl)-5-methylhexane-2-yl)-6-(4-methylpiperazin-1-yl)benzo[b]thiophene-2-carboxamide